5-(allyloxy)-2-methylaniline C(C=C)OC=1C=CC(=C(N)C1)C